C(CC)N1CC2=C(NC=3C=CC=CC23)CC1 2-propyl-2,3,4,5-tetrahydro-1H-pyrido[4,3-b]indole